N-{(6R*)-7,7-difluoro-2-[6-methyl-4-(2,4,6-trifluorophenyl)[1,2]oxazolo[5,4-b]pyridin-3-yl]-3-oxo-2,3,5,6,7,8-hexahydroimidazo[1,5-a]pyridin-6-yl}methanesulfonamide FC1(CC=2N(C[C@H]1NS(=O)(=O)C)C(N(C2)C2=NOC1=NC(=CC(=C12)C1=C(C=C(C=C1F)F)F)C)=O)F |o1:6|